BrC1=CC=C2N=C(C=3N(C2=C1F)C=NC3)NCC3=C(C=C(C=C3)OC)OC 8-bromo-N-(2,4-dimethoxybenzyl)-9-fluoroimidazo[1,5-a]quinoxaline-4-amine